2-cyclobutyl-N-(2-(4,4-difluorocyclohexyl)-4-(2,5-difluorophenyl)pyridin-3-yl)oxazole-5-carboxamide C1(CCC1)C=1OC(=CN1)C(=O)NC=1C(=NC=CC1C1=C(C=CC(=C1)F)F)C1CCC(CC1)(F)F